C(CCCNC1=C(C=C(C(=O)N)C=C1)N)NC1=C(C=C(C(=O)N)C=C1)N (d)-4,4'-(butane-1,4-diylbis(azanediyl))bis(3-aminobenzamide)